1-acryloylhexahydropyrrolo[3,4-b]pyrrol C(C=C)(=O)N1C2C(CC1)CNC2